C(CC=C)OC=1C=C(CBr)C=C(C1)OCCC=C 3,5-bis[(but-3-en-1-yl)oxy]benzyl Bromide